silaglutamine N[Si@@H](CCC(N)=O)C(=O)O